C(CCCCCCCCCCCCCCCCCCCC)N heneicosyl-amine